tetraethoxypentaerythritol trimethacrylate C(C(=C)C)(=O)OC(C(C(OC(C(=C)C)=O)OCC)(C(OC(C(=C)C)=O)OCC)C(O)OCC)OCC